1-[({1-[5-(difluoromethyl)(1,3,4-thiadiazol-2-yl)]-4-(2-methyl-2,8-diazaspiro[4.5]dec-8-yl)-1H-indazol-6-yl}sulfonyl)amino]cyclopropanecarbonitrile FC(C1=NN=C(S1)N1N=CC2=C(C=C(C=C12)S(=O)(=O)NC1(CC1)C#N)N1CCC2(CCN(C2)C)CC1)F